5-(4-chloro-3-nitrophenyl)-1,3-dimethyluracil ClC1=C(C=C(C=C1)C=1C(N(C(N(C1)C)=O)C)=O)[N+](=O)[O-]